5-methyl-3-phenyl-4-isoxazole-carboxamide CC1=C(C(=NO1)C1=CC=CC=C1)C(=O)N